CC(C)[Si](S)(C(C)C)C(C)C tris(propan-2-yl)silanethiol